tert-butyl (7-(benzylthio)-5-bromoquinolin-2-yl)carbamate C(C1=CC=CC=C1)SC1=CC(=C2C=CC(=NC2=C1)NC(OC(C)(C)C)=O)Br